1-(4-chloro-2-(chloromethyl)-3-fluorophenyl)-1H-tetrazole ClC1=C(C(=C(C=C1)N1N=NN=C1)CCl)F